5-(4-cyanophenyl)-5-hydroxy-N-(4-methoxyphenyl)-octahydrocyclopenta[c]pyrrole-2-carboxamide C(#N)C1=CC=C(C=C1)C1(CC2C(CN(C2)C(=O)NC2=CC=C(C=C2)OC)C1)O